ClC(C(=O)OCC1CO1)=C glycidyl 2-chloroacrylate